ClC1=C(C=CC=C1)C#CC1CCN(CC1)C(=O)N1C[C@@H]2[C@@H](OCC(N2)=O)CC1 (+)-(4aR,8aS)-6-[4-[2-(2-Chlorophenyl)ethynyl]piperidine-1-carbonyl]-4,4a,5,7,8,8a-hexahydropyrido[4,3-b][1,4]oxazin-3-one